2-(4,4-dimethyl-1,4-azasilinan-1-yl)-4-(N-(2-hydroxyethyl)sulfamoyl)-N-(6-(2-methylmorpholino)pyridin-2-yl)benzamide C[Si]1(CCN(CC1)C1=C(C(=O)NC2=NC(=CC=C2)N2CC(OCC2)C)C=CC(=C1)S(NCCO)(=O)=O)C